(R)-4-((dimethylamino)methyl)-3-fluoro-N'-((1,2,3,5,6,7-hexahydro-s-indacen-4-yl)carbamoyl)benzenesulfonimidamide CN(C)CC1=C(C=C(C=C1)[S@@](=O)(N)=NC(NC1=C2CCCC2=CC=2CCCC12)=O)F